Ethyl ((3'-fluoro-5-isobutyl-4'-((2-methyl-1H-imidazol-1-yl)methyl)-[1,1'-biphenyl]-2-yl)sulfonyl)carbamate FC=1C=C(C=CC1CN1C(=NC=C1)C)C1=C(C=CC(=C1)CC(C)C)S(=O)(=O)NC(OCC)=O